[N-]=C=O.[N-]=C=O.C1(=CC=CC=C1)CC1=CC=CC=C1 bisPhenyl-methane diisocyanate